2-(4-acryloyl-3,3-dimethylpiperazin-1-yl)-N-[(2R)-1-(benzyloxy)propan-2-yl]-5H-pyrrolo[2,3-b]pyrazine-7-carboxamide C(C=C)(=O)N1C(CN(CC1)C=1N=C2C(=NC1)NC=C2C(=O)N[C@@H](COCC2=CC=CC=C2)C)(C)C